COCCCSC1=NNC(=N1)NC(=O)C1=CC2=C(OCO2)C=C1 N-(3-((3-methoxypropyl)thio)-1H-1,2,4-triazol-5-yl)benzo[d][1,3]dioxol-5-carboxamide